C(C)(C)C1=C(C=CC=C1)C1N(CCC1)C1CC2(C1)CCN(CC2)C2=CC=C(C(=O)O)C=C2 4-(2-(2-(2-isopropylphenyl)Pyrrolidin-1-yl)-7-azaspiro[3.5]Nonan-7-yl)benzoic acid